N1N=NC=C1NC=1C(=NC=C(C(=O)NC2=CC=C(C=C2)OC(F)(F)Cl)C1)N1C[C@@H](CC1)O (R)-5-((1H-1,2,3-triazol-5-yl)amino)-N-(4-(chlorodifluoromethoxy)benzeneYl)-6-(3-hydroxypyrrolidin-1-yl)nicotinamide